OC=1C=C(CNC(C2=C(C=C(C=C2)O)O)=O)C=CC1O 2,4-dihydroxy-benzoic acid-N-(3,4-dihydroxybenzyl) amide